tert-butyl 9-chloro-7-(5-fluoroindol-1-yl)-2,5-dihydrospiro[1,4-benzoxazepine-3,1'-cyclopropane]-4-carboxylate ClC1=CC(=CC=2CN(C3(CC3)COC21)C(=O)OC(C)(C)C)N2C=CC1=CC(=CC=C21)F